CS(=O)(=O)CCOC(=O)Cl.CC1N(CCOC1)C=1C2=C(N=C(N1)C1=C3C=CNC3=CC(=C1)C)N(C=C2)S(=O)(=O)C 3-methyl-4-(2-(6-methyl-1H-indol-4-yl)-7-(methylsulfonyl)-7H-pyrrolo[2,3-d]pyrimidin-4-yl)morpholine 2-(methylsulphonyl)ethyl-chloroformate